(3Z)-1-iodo-12,12-dibutoxy-3-dodecene ICC\C=C/CCCCCCCC(OCCCC)OCCCC